C(C(C)(C)C)(=O)OCOP(=O)(OCOC(C(C)C)=O)OC[C@H]1O[C@@]([C@@H]([C@@H]1OC(CC)=O)O)(C#N)C1=CC=C2C(=NC=NN21)N (((((2R,3S,4R,5R)-5-(4-aminopyrrolo[2,1-f][1,2,4]triazin-7-yl)-5-cyano-4-hydroxy-3-(propionyloxy)tetrahydrofuran-2-yl)methoxy)((isobutyryloxy)methoxy) phosphoryl)oxy)methyl pivalate